CC1=CC=C(C=C1)C(=O)CC(=O)C(F)(F)F 4,4,4-trifluoro-1-(p-tolyl)butane-1,3-dione